N-acetyl-glucosaminyl-galactose C(C)(=O)N[C@H]1C(O[C@@H]([C@H]([C@@H]1O)O)CO)C(=O)[C@H](O)[C@@H](O)[C@@H](O)[C@H](O)CO